CC1=C(C(=O)O)C=CC(=C1)O.COC(C1=CC=C(C=C1)O)=O.CN(C)CCOC(C=C)=O.C(C(=C)C)(=O)OCCN(CC)CC diethylaminoethyl methacrylate dimethylaminoethyl-acrylate methyl-para-hydroxybenzoate (Methyl-4-hydroxybenzoate)